OC=1C=C(C=CC1O)C=1NC=CN1 2-(3,4-dihydroxyphenyl)-1H-imidazol